4-((1R,5S)-3,8-diazabicyclo[3.2.1]octan-3-yl)-8-fluoro-7-(4-(2-methoxyethyl)-1H-indol-3-yl)-2-((tetrahydro-1H-pyrrolizin-7a(5H)-yl)methoxy)quinazoline [C@H]12CN(C[C@H](CC1)N2)C2=NC(=NC1=C(C(=CC=C21)C2=CNC1=CC=CC(=C21)CCOC)F)OCC21CCCN1CCC2